(R)-tert-butyl (1-(dimethylamino)-1-oxopropan-2-yl)carbamate CN(C([C@@H](C)NC(OC(C)(C)C)=O)=O)C